thioisoleucine N[C@@H]([C@@H](C)CC)C(=S)O